C(#C)C1=C2C=CC=NC2=C(C=C1)Br 5-ethynyl-8-bromoquinoline